P(=O)(O)(O)OC[C@@H]1[C@H]([C@H]([C@@](O1)(N1C(=O)NC(=O)C=C1)F)O)O Fluorouridine-5'-monophosphate